C1(=CC(=CC(=C1)C#CC1=CC=C(C(=O)O)C=C1)C#CC1=CC=C(C(=O)O)C=C1)C#CC1=CC=C(C(=O)O)C=C1 4,4',4''-(benzene-1,3,5-triyltris(ethyne-2,1-diyl))tribenzoic acid